(E)-3-((3-(2-(2-(4-(dimethylamino)-N-methylbut-2-enamido)propanamido)ethyl)phenyl)amino)-6-ethyl-N-methyl-5-((tetrahydro-2H-pyran-4-yl)amino)pyrazine-2-carboxamide CN(C/C=C/C(=O)N(C)C(C(=O)NCCC=1C=C(C=CC1)NC=1C(=NC(=C(N1)NC1CCOCC1)CC)C(=O)NC)C)C